FC(C1=CC=C(C=C1)C#CC1CNC1)(F)F 3-[2-[4-(Trifluoromethyl)phenyl]ethynyl]azetidine